OC1CC(C2=CC=C(C=C12)C=1C2=C(N=C(N1)N1[C@H](CC1)C)CCC2)NS(=O)(=O)C N-(3-hydroxy-5-(2-((S)-2-methylazetidin-1-yl)-6,7-dihydro-5H-cyclopenta[d]pyrimidin-4-yl)-2,3-dihydro-1H-inden-1-yl)methanesulfonamide